CC(CC)(S(=O)(=O)C(=[N+]=[N-])S(=O)(=O)C(CC)(C)C)C bis(1,1-dimethylpropylsulfonyl)diazomethane